trifluoromethyl-sulfinic acid sodium [Na].FC(F)(F)S(=O)O